N1CCNCC1.N[C@@H](CCCNC(N)=N)C(=O)O.N[C@@H](CCCNC(N)=N)C(=O)O diarginine piperazine salt